Cl/C=C(\C(=O)O)/OC β-chloro-β-E-methoxyacrylic acid